OC1=CC=C(C=C1)C(C)(C1=C(C=CC=C1)C(C)(C)C1=CC=C(C=C1)O)C1=CC=C(C=C1)O 1,1-bis(4-hydroxyphenyl)-1-([2-(4-hydroxyphenyl)-2-propyl]phenyl)ethane